OCCCCN(C(=O)OCC1=C(N=NN1C)C1=CC=C(C(=N1)C)O[C@@H]1C[C@H](CCC1)C(=O)OC)C Methyl (1S,3S)-3-((6-(5-((((4-hydroxybutyl)(methyl)carbamoyl)oxy) methyl)-1-methyl-1H-1,2,3-triazol-4-yl)-2-methylpyridin-3-yl)oxy)cyclohexane-1-carboxylate